CN(C)CC=1SC=C(N1)C(=O)NC1=CC(=CC=C1)CNC1=NC=C(C2=C1CCO2)C2=CC=NC=C2 2-((Dimethylamino)methyl)-N-(3-(((7-(pyridin-4-yl)-2,3-dihydrofuro[3,2-c]pyridin-4-yl)amino)methyl)phenyl)thiazol-4-carboxamid